C(N)(=O)C1N(CCC1)C(CNC(OC(C)(C)C)=O)=O tert-Butyl (2-(2-carbamoylpyrrolidin-1-yl)-2-oxoethyl)carbamate